(S)-3-(4-(benzo[d]thiazol-2-yl)-4,5,6,7-tetrahydro-1H-imidazo[4,5-c]pyridine-5-carbonyl)-6-(2-methoxyethyl)pyrazolo[1,5-a]pyridine-2-carbonitrile S1C(=NC2=C1C=CC=C2)[C@H]2N(CCC1=C2N=CN1)C(=O)C=1C(=NN2C1C=CC(=C2)CCOC)C#N